FC1=C(OC(C(=O)N2CC(N(CC2)S(=O)(=O)C2=CC=C(C=C2)OC(F)(F)F)C)(C)C)C=CC(=C1)F 2-(2,4-Difluorophenoxy)-2-methyl-1-(3-methyl-4-((4-(trifluoromethoxy)phenyl)sulfonyl)piperazin-1-yl)propan-1-one